N[C@@H](C(C)C)C(=O)N1[C@@H](C[C@H](C1)O)C(=O)NCC1=CC=C(C=C1)C1=C(N=CS1)C (2S,4R)-1-(L-valyl)-4-hydroxy-N-(4-(4-methylthiazol-5-yl)benzyl)-pyrrolidine-2-carboxamide